SCCS(=O)(=O)[O-].[Na+].BrC=1C=C(C=CC1)C(CC1(OCCC1)C1=CC=CC=C1)=O 1-(3-bromophenyl)-2-(2-phenyltetrahydrofuran-2-yl)ethan-1-one sodium 2-mercaptoethanesulfonate